6-[(2-methyl-3H-benzimidazol-5-yl)oxy]-3-[1-(4-piperidylmethyl)pyrazol-4-yl]quinoxaline-5-carbonitrile CC=1NC2=C(N1)C=CC(=C2)OC2=C(C=1N=C(C=NC1C=C2)C=2C=NN(C2)CC2CCNCC2)C#N